O1C[C@H](CC1)OS(=O)(=O)C1=CC=C(C=C1)C (3S)-oxolan-3-yl-4-methylbenzenesulfonate